5-(5-fluoro-2-(2-methyl-1-oxo-2,3-dihydro-1H-benzo[c]azepin-7-ylamino)pyrimidin-4-ylamino)benzo[d]oxazol-2(3H)-one formate salt C(=O)O.FC=1C(=NC(=NC1)NC1=CC2=C(C(N(CC=C2)C)=O)C=C1)NC=1C=CC2=C(NC(O2)=O)C1